(5RS)-2-(3-Chloro-4-methoxybenzyl)-5-[(3,3-difluoropyrrolidin-1-yl)carbonyl]-5,6,7,8-tetrahydro[1,2,4]triazolo[4,3-a]pyridin-3(2H)-on ClC=1C=C(CN2N=C3N([C@H](CCC3)C(=O)N3CC(CC3)(F)F)C2=O)C=CC1OC |r|